ethyl [(1,5-diphenyl-1H-1,2,4-triazol-3-yl)oxy]acetate C1(=CC=CC=C1)N1N=C(N=C1C1=CC=CC=C1)OCC(=O)OCC